2-(3,5-dimethylpyridin-2-yl)phenol CC=1C(=NC=C(C1)C)C1=C(C=CC=C1)O